ClC=1C=C(C=CC1Cl)C1=CC=C(C=C1)CCNC([C@H](CCCC)N(C(OC(C)(C)C)=O)C)=O (S)-tert-butyl (1-((2-(3',4'-dichloro-[1,1'-biphenyl]-4-yl)ethyl)amino)-1-oxohexan-2-yl)(methyl)carbamate